CC=1C(C2=CC=CC=C2C(C1CC=1C=NC(=NC1)C(F)(F)F)=O)=O 2-methyl-3-((2-(trifluoromethyl)pyrimidin-5-yl)methyl)naphthalene-1,4-dione